Cl.COC1=C(OCCN)C=CC(=C1)C(F)(F)F 2-(2-methoxy-4-(trifluoromethyl)phenoxy)ethylamine hydrochloride